1-(3-(3,8-diazabicyclo[3.2.1]octan-8-yl)-5,8-dihydro-1,7-naphthyridin-7(6H)-yl)-2-cyclopentylethan-1-one C12CNCC(CC1)N2C=2C=NC=1CN(CCC1C2)C(CC2CCCC2)=O